ClC=1N=C(C2=C(N1)C(=C(N=C2)C2=CC(=CC1=CC=C(C(=C21)CC)F)OCOC)F)N2CCN(C[C@]1([C@H]2CCC1)C)C 2-chloro-4-((5aS,8aR)-4,5a-dimethyloctahydrocyclopenta[e][1,4]diazepin-1(2H)-yl)-7-(8-ethyl-7-fluoro-3-(methoxymethoxy)naphthalen-1-yl)-8-fluoropyrido[4,3-d]pyrimidine